FC1=C(C(=C(C=C1OC)OC)F)[C@H]1CCCC2=C(NN=C2C2=NN(C=C2NC(C=C)=O)CCN(C)C)C1 (S)-N-(3-(7-(2,6-difluoro-3,5-dimethoxyphenyl)-1,4,5,6,7,8-hexahydrocyclohepta[c]pyrazol-3-yl)-1-(2-(dimethylamino)ethyl)-1H-pyrazol-4-yl)acrylamide